N,N-didocosyl-2,2,2-trifluoroethylamine hydrochloride Cl.C(CCCCCCCCCCCCCCCCCCCCC)N(CCCCCCCCCCCCCCCCCCCCCC)CC(F)(F)F